4-[6-({5-[2-Cyclopropyl-6-(trifluoromethyl)pyridin-4-yl]-7-({[1-(methoxymethyl)cyclopentyl]methyl}(methyl)amino)-1H-imidazo[4,5-b]pyridin-2-yl}carbamoyl)pyridin-3-yl]butanoic acid C1(CC1)C1=NC(=CC(=C1)C1=CC(=C2C(=N1)N=C(N2)NC(=O)C2=CC=C(C=N2)CCCC(=O)O)N(C)CC2(CCCC2)COC)C(F)(F)F